COC1C(C1)(C(=O)NC)C(F)(F)F Methoxy-N-methyl-1-(trifluoromethyl)cyclopropane-1-carboxamide